tert-Butyl N-[6-chloro-5-cyano-3-(2,3-dichlorophenyl)pyrazin-2-yl]carbamate ClC1=C(N=C(C(=N1)NC(OC(C)(C)C)=O)C1=C(C(=CC=C1)Cl)Cl)C#N